3-acetyl-1-methyl-N-(1-methylcyclopropyl)-2-oxo-benzimidazole-5-sulfonamide C(C)(=O)N1C(N(C2=C1C=C(C=C2)S(=O)(=O)NC2(CC2)C)C)=O